C(CCCCCCCCCCCCCCCCCCCCC)NC(C=1C(C(=O)O)=CC=CC1)=O N-docosyl-phthalamic acid